C(C)(=O)OC(CCCCCC)CC=CCCCCCCCC(CCCCCCCC=CCC(CCCCCC)OC(C)=O)OC(=O)OCCCN(C)C 18-({[3-(dimethylamino)propoxy]carbonyl}oxy)pentatriaconta-9,26-diene-7,29-diyl diacetate